C(C)N1C2=C([C@H]([C@H](C1=O)NC(C1=CC(=CC=C1)C(F)(F)F)=O)C1=CC=C(C=C1)F)C(=NN2C2=CC=CC=C2)CC/C=C/C(=O)O rac-(E)-5-((4R,5R)-7-ethyl-4-(4-fluorophenyl)-6-oxo-1-phenyl-5-(3-(trifluoromethyl)benzamido)-4,5,6,7-tetrahydro-1H-pyrazolo[3,4-b]pyridin-3-yl)pent-2-enoic acid